C(N)(=O)C=1C(=NC(=CN1)N1CCCCC1)NC1=CC=C(C=C1)C1CCN(CC1)C1CN(C1)C(=O)OC(C)(C)C tert-butyl 3-(4-(4-((3-carbamoyl-6-(piperidin-1-yl)pyrazin-2-yl)amino)phenyl) piperidin-1-yl)azetidine-1-carboxylate